2-(4-(2-(benzyloxy)phenoxy)pyridin-3-yl)-2-hydroxyacetonitrile C(C1=CC=CC=C1)OC1=C(OC2=C(C=NC=C2)C(C#N)O)C=CC=C1